5-bromo-3-fluoro-2-iodo-benzaldehyde BrC=1C=C(C(=C(C=O)C1)I)F